FC1=CC=C(C=C1)N1N=CC2=CC(=CC=C12)C(=O)N1CCN(CC1)C1=NC2=CC=CC=C2C(N1)=O 2-[4-[1-(4-Fluorophenyl)indazole-5-carbonyl]piperazin-1-yl]-3H-quinazolin-4-one